C12CN(CC(N1)C2)C=2OC1=C(N2)C(=C(C=C1C=1SC=CN1)Cl)OC(CO)(F)F 2-((2-(3,6-diazabicyclo[3.1.1]heptan-3-yl)-5-chloro-7-(thiazol-2-yl)benzo[d]oxazol-4-yl)oxy)-2,2-difluoroethan-1-ol